2-(3-(6-bromo-2-oxo-1,2-dihydroquinolin-3-yl)phenyl)acetic acid ethyl ester C(C)OC(CC1=CC(=CC=C1)C=1C(NC2=CC=C(C=C2C1)Br)=O)=O